1-((4-phenoxybenzoyl)glycyl)-4-(4-(trifluoromethyl)benzyl)pyrrolidine-2-carboxamide O(C1=CC=CC=C1)C1=CC=C(C(=O)NCC(=O)N2C(CC(C2)CC2=CC=C(C=C2)C(F)(F)F)C(=O)N)C=C1